(4aR,8aS)-6-(3-(3-Chloro-4-(3-methylazetidin-1-yl)phenyl)azetidine-1-carbonyl)hexahydro-2H-pyrido[4,3-b][1,4]oxazin-3(4H)-one ClC=1C=C(C=CC1N1CC(C1)C)C1CN(C1)C(=O)N1C[C@@H]2[C@@H](OCC(N2)=O)CC1